FC(C1=CC(=C2C(=N1)N(N=C2)COCC[Si](C)(C)C)B2OC(C(O2)(C)C)(C)C)F 6-(difluoromethyl)-4-(4,4,5,5-tetramethyl-1,3,2-dioxaborolan-2-yl)-1-((2-(trimethylsilyl)ethoxy)methyl)-1H-pyrazolo[3,4-b]pyridine